3-(4-(7H-pyrrolo[2,3-d]pyrimidin-4-yl)-1H-pyrazol-1-yl)-1-(cyclopropylsulfonyl)azetidine N1=CN=C(C2=C1NC=C2)C=2C=NN(C2)C2CN(C2)S(=O)(=O)C2CC2